O[C@@H]1CN(CC1)C=1SC(=CN1)C(=O)N1CC2(CC1)CCOCC2 (S)-(2-(3-hydroxypyrrolidin-1-yl)thiazol-5-yl)(8-oxa-2-azaspiro[4.5]decan-2-yl)methanone